(R)-1'-{2-[4-(1-methanesulfonyleth-yl)phenoxy]ethyl}-2-oxo-1,2-dihydrospiro[indole-3,4'-piperidine]-5-carbonitrile CS(=O)(=O)[C@H](C)C1=CC=C(OCCN2CCC3(CC2)C(NC2=CC=C(C=C23)C#N)=O)C=C1